N(=[N+]=[N-])C=1C=CC(=NC1)C(C)NC=1C2=C(N=CN1)SC=C2 N-[1-(5-azido-2-pyridyl)ethyl]thieno[2,3-d]pyrimidin-4-amine